4-(((1-aminoisoquinolin-5-yl)amino)methyl)-2-oxabicyclo[2.1.1]hexan NC1=NC=CC2=C(C=CC=C12)NCC12COC(C1)C2